2,5-dimethylpyrazol-3-ol CN1N=C(C=C1O)C